racemic-phosphine oxide [PH3]=O